OC(=CCC)C=CC1=CC=C(C=C1)O 4-hydroxy-6-(4-hydroxyphenyl)hexa-3,5-diene